CC1(OB(OC1(C)C)/C=C/CC1=CC=C(C=C1)CN1CCN(CC1)C(=O)OC(C)(C)C)C tert-Butyl 4-[[4-[(E)-3-(4,4,5,5-tetramethyl-1,3,2-dioxaborolan-2-yl)allyl]phenyl] methyl]piperazine-1-carboxylate